1-(3-(2-methoxyphenyl)isoxazol-5-yl)ethan-1-ol COC1=C(C=CC=C1)C1=NOC(=C1)C(C)O